ClC=1C(=NC(=NC1)NC1=CC(=C(C=C1)F)N1CCN(CC1)CC)C=1C=C2C(CN=CC2=CC1)(C)C 6-(5-Chloro-2-((3-(4-ethylpiperazin-1-yl)-4-fluorophenyl)amino)pyrimidin-4-yl)-4,4-diMethyl-3,4-dihydroisoquinolin